C(C)(C)(C)OC(=O)N1CC(C(CC1)O)CO[Si](C1=CC=CC=C1)(C1=CC=CC=C1)C(C)(C)C 3-[[tert-butyl-(diphenyl)silyl]oxymethyl]-4-hydroxypiperidine-1-carboxylic acid tert-butyl ester